C(C)(C)(C)[Si](OCC(CCO)OC)(C)C 4-[tert-butyl-(dimethyl)silyl]oxy-3-methoxy-butan-1-ol